The molecule is an alpha-amino-acid radical cation. It derives from a tryptophan. It is a conjugate acid of a tryptophanyl radical. C1=CC=C2C(=C1)C(=C[NH+]2)CC(C(=O)O)N